1,1,3,3-Tetraallyloxypropane C(C=C)OC(CC(OCC=C)OCC=C)OCC=C